1-(3-((2-((2-cyclopropyl-4-(morpholinomethyl)phenyl)amino)-5-(trifluoromethyl)pyridin-4-yl)amino)propyl)piperidin-2-one C1(CC1)C1=C(C=CC(=C1)CN1CCOCC1)NC1=NC=C(C(=C1)NCCCN1C(CCCC1)=O)C(F)(F)F